CC=1NC=2N(C(C1CC1=CC=C(C=C1)OC(F)(F)F)=O)N=C(C2N2CCCCC2)C2=CC=CC=C2 5-methyl-2-phenyl-3-(1-piperidinyl)-6-(4-(trifluoromethoxy)benzyl)pyrazolo[1,5-a]pyrimidin-7(4H)-one